NC1=NC=C(C2=C1C=NN2)NC(C(N2[C@H](CC[C@@H](C2)C)C2=CC=C1C=C(C=NC1=C2)C)=O)=O |r| N-(4-Amino-1H-pyrazolo[4,3-c]pyridin-7-yl)-2-oxo-2-[rac-(2R,5S)-5-methyl-2-(3-methyl-7-quinolyl)-1-piperidyl]acetamide